C(C)C1(CCNCC1)C1=NOC(=N1)[C@H]1[C@H](C1)F 4-Ethyl-4-{5-[(1S,2S)-2-fluorocyclopropyl]-1,2,4-oxadiazol-3-yl}piperidine